N-[3-(azepan-1-yl)propyl]-8-methyl-2-(4-methylbenzyl)-4,5-dihydro-2H-furo[2,3-g]indazole-7-carboxamide N1(CCCCCC1)CCCNC(=O)C1=C(C2=C(CCC3=CN(N=C23)CC2=CC=C(C=C2)C)O1)C